(1R,2R,4R)-bicyclo[2.2.1]hept-5-ene [C@H]12CC[C@@H](C=C1)C2